1-(2,2-dimethylpropyl)-5-(trifluoromethyl)-1H-pyrazole-4-carboxylic acid CC(CN1N=CC(=C1C(F)(F)F)C(=O)O)(C)C